2-chloro-4-(4-(1-methyl-4-(trifluoromethyl)-1H-imidazol-2-yl)benzyl)-5-(trifluoromethyl)pyrimidine ClC1=NC=C(C(=N1)CC1=CC=C(C=C1)C=1N(C=C(N1)C(F)(F)F)C)C(F)(F)F